CC1=NC=CC(=C1)C=1OC=C(N1)C(=O)NC=1C=C2C(=NC1N1CCCC1)N=C(O2)N2CCCCC2 2-(2-methylpyridin-4-yl)-N-(2-(piperidin-1-yl)-5-(pyrrolidin-1-yl)oxazolo[4,5-b]Pyridin-6-yl)oxazole-4-carboxamide